C1(CC1)C=1C=C(C=CC1[N+](=O)[O-])N1C[C@H](N(CC1)C(=O)[O-])CO (S)-4-(3-cyclopropyl-4-nitrophenyl)-2-(hydroxymethyl)piperazine-1-carboxylate